FC=1C(=C(C=CC1F)[C@H]1[C@@H](N([C@]([C@H]1C)(C(F)(F)F)C)C)C(=O)N)OC (2R,3S,4S,5R)-3-(3,4-difluoro-2-methoxyphenyl)-1,4,5-trimethyl-5-(trifluoromethyl)pyrrolidine-2-amide